OC(C)C1=C2C(=NC(=C1)C#N)C=CN2COCC[Si](C)(C)C 7-(1-hydroxyethyl)-1-((2-(trimethylsilyl)ethoxy)methyl)-1H-pyrrolo[3,2-b]pyridine-5-carbonitrile